Cl.Cl.CN1N=CC=C1C1=CC=CC(=N1)CN (6-(1-methyl-1H-pyrazol-5-yl)pyridin-2-yl)methylamine dihydrochloride